2-[2-(3,5-dimethoxyphenyl)-4-methyl-phenyl]sulfanyl-N-[[4-(1,2,4,5-tetrazin-3-yl)phenyl]methyl]pyridine-3-carboxamide COC=1C=C(C=C(C1)OC)C1=C(C=CC(=C1)C)SC1=NC=CC=C1C(=O)NCC1=CC=C(C=C1)C=1N=NC=NN1